(1H-pyrazol-4-yl)methyl (4-((6-methyl-nicotinamido)meth-yl)phenyl)carbamate CC1=NC=C(C(=O)NCC2=CC=C(C=C2)NC(OCC=2C=NNC2)=O)C=C1